SCC(CNC(OCC1=CC=CC=C1)=O)NC(OC(C)(C)C)=O benzyl tert-butyl (3-mercaptopropane-1,2-diyl)dicarbamate